4-methoxyazetidine hydrochloride Cl.COC1CCN1